C(#N)C=1C(=C(C(=CC1)OC)CNC(=O)C=1C=NC(=C(C1)F)OC(F)F)F N-[(3-cyano-2-fluoro-6-methoxyphenyl)-methyl]-6-(difluoromethoxy)-5-fluoropyridine-3-carboxamide